tert-butyl (2R,4S)-2-[2,3-dichloro-6-(methoxymethoxy)phenyl]-4-(1-ethoxy-3-methoxy-1-oxopropan-2-yl)pyrrolidine-1-carboxylate ClC1=C(C(=CC=C1Cl)OCOC)[C@@H]1N(C[C@@H](C1)C(C(=O)OCC)COC)C(=O)OC(C)(C)C